C[C@@]12CCC=3N=C(SC3C2CC[C@H]2[C@H]3[C@](CC[C@H]12)(C(CC3)=O)C)N(C(C)=O)C3=NC=CC=N3 N-((5aR,5bS,7aS,10aS,10bR)-5a,7a-dimethyl-8-oxo-5,5a,5b,6,7,7a,8,9,10,10a,10b,11,12,12a-tetradecahydro-4H-cyclopenta[7,8]phenanthro[2,1-d]thiazol-2-yl)-N-(pyrimidin-2-yl)acetamide